N1=CN=C2C=CC3=CN=C(NC3=C21)N imidazo[4,5-h]quinazolin-8-amine